(R)-(6-butyl-5-(ethyl-(phenyl)amino)-2,4-dihydroxypyridin-3-yl)(3-phenylpyrrolidin-1-yl)methanone C(CCC)C1=C(C(=C(C(=N1)O)C(=O)N1C[C@H](CC1)C1=CC=CC=C1)O)N(C1=CC=CC=C1)CC